N1=CN=CC=C1 3-aza-pyridin